S1C=NC2=C1C(=CC=C2)C2=CC=C(CN(C(=O)NC=1N=C(SC1)C#C)CC#N)C=C2 1-(4-(benzo[d]thiazol-7-yl)benzyl)-1-(cyanomethyl)-3-(2-ethynyl-thiazol-4-yl)urea